CN1N=CC(=C1)S(=O)(=O)Cl 1-methyl-1H-pyrazole-4-sulfonyl chloride